1-(5-((3-fluorophenyl)ethynyl)-2,3-dihydro-1H-inden-1-yl)-azetidine-3-carboxylic acid methyl ester COC(=O)C1CN(C1)C1CCC2=CC(=CC=C12)C#CC1=CC(=CC=C1)F